1,3,5-tris(1-isocyanatomethyl)-2-methylbenzene N(=C=O)CC1=C(C(=CC(=C1)CN=C=O)CN=C=O)C